C(=O)OC.C1(=CC(=CC=C1)N)N m-phenylenediamine methyl formate